C(#N)C=1C=CC(=C(C1)C1=CC=CC=C1)OC 5-cyano-2-methoxy-1,1'-biphenyl